S1C(=NN=C1)N1CC2(C1)OC[C@H](C2)N2CCC(CC2)C2=C(C=CC(=C2)F)O (S)-2-(1-(2-(1,3,4-thiadiazol-2-yl)-5-oxa-2-azaspiro[3.4]octan-7-yl)piperidin-4-yl)-4-fluorophenol